1-(1-(1-(1H-1,2,3-triazol-1-yl)isoquinolin-4-yl)ethyl)-3-(3-chloro-4-fluorophenyl)-1-isobutylurea N1(N=NC=C1)C1=NC=C(C2=CC=CC=C12)C(C)N(C(=O)NC1=CC(=C(C=C1)F)Cl)CC(C)C